Cl.FC(C=1C=NC=C(C(=O)N)C1)(F)F 5-(trifluoromethyl)nicotinamide hydrochloride